N1CCC(CC1)C1=CB(OC1)O 4-(piperidin-4-yl)-1,2-oxaborol-2(5H)-ol